BrC1=CC=C2CCC[C@]3(CC=4N=C(N=C(C4CO3)N3CCOCC3)SC)C2=C1 (S)-7-Bromo-2'-(methylthio)-4'-morpholino-3,4,5',8'-tetrahydro-2H-spiro[naphthalene-1,7'-pyrano[4,3-d]pyrimidine]